ClC=1C=NC(=C(C(=O)NC2CCC(CC2)CN2C(N(C3=C2C=CC=C3)C=3C=NN(C3)C)=O)C1)C 5-chloro-2-methyl-N-((1r,4r)-4-((3-(1-methyl-1H-pyrazol-4-yl)-2-oxo-2,3-dihydro-1H-benzo[d]imidazol-1-yl)methyl)cyclohexyl)nicotinamide